C(#N)C=1C=NN2C1C(=CC(=C2)OCC(C)(C)O)C=2C=CC(=NC2)N2CCC(CC2)(C)NC(C2=C(C=CC=C2)OC)=O N-(1-(5-(3-cyano-6-(2-hydroxy-2-methylpropoxy)pyrazolo[1,5-a]pyridin-4-yl)pyridin-2-yl)-4-methylpiperidin-4-yl)-2-methoxybenzamide